OC(=O)C1C2C=CC(C1C(=O)OC1=CC=CC=C1)C2 2-hydroxycarbonyl-3-phenoxycarbonylbicyclo[2.2.1]Hept-5-ene